5-methyl-2-(5-piperidin-4-yl-2H-pyrazol-3-yl)pyridine dihydrochloride Cl.Cl.CC=1C=CC(=NC1)C=1NN=C(C1)C1CCNCC1